C=C1C2CN(CC(C1)N2C(C)(C)C2=CC=CC=C2)C(=O)OC(C)(C)C tert-butyl 6-methylidene-8-(2-phenylpropan-2-yl)-3,8-diazabicyclo[3.2.1]octane-3-carboxylate